4-[1-(5-fluoro-2-pyridyl)-2-hydroxy-ethoxy]-6-[5-methyl-1-(4-piperidyl)pyrazol-4-yl]pyrazolo[1,5-a]pyridine-3-carbonitrile hydrochloride Cl.FC=1C=CC(=NC1)C(CO)OC=1C=2N(C=C(C1)C=1C=NN(C1C)C1CCNCC1)N=CC2C#N